C(C)(CCCCCC)N(C(C)=O)C(C)CCCCCC N,N-di-sec-octyl-acetamide